2-((Diethylamino)methyl)-4-nitrophenol C(C)N(CC)CC1=C(C=CC(=C1)[N+](=O)[O-])O